2-(methylthio)nicotinic acid CSC1=C(C(=O)O)C=CC=N1